ClC=1C=2N(C=C(C1)NC(=O)C1=CC=C(C3=CNN=C13)N1CCNCC1)C=C(N2)C N-{8-chloro-2-methylimidazo[1,2-a]pyridin-6-yl}-4-(piperazin-1-yl)-2H-indazole-7-carboxamide